1-((2-(([1,2,4]triazolo[1,5-a]pyridin-2-ylmethyl)amino)pyridin-4-yl)methyl)-5,5-dimethyl-3-(4-(1-(trifluoromethyl)cyclopropyl)phenyl)imidazolidine-2,4-dione N=1C(=NN2C1C=CC=C2)CNC2=NC=CC(=C2)CN2C(N(C(C2(C)C)=O)C2=CC=C(C=C2)C2(CC2)C(F)(F)F)=O